FC1(CCN(CC1)S(=O)(=O)C=1C=NC(=CC1C1=CC=CC=C1)OC)C(=O)NC\C=C\S(=O)(=O)C (E)-4-fluoro-1-((6-methoxy-4-phenylpyridin-3-yl)sulfonyl)-N-(3-(methylsulfonyl)allyl)piperidine-4-carboxamide